CC1(CN(C1)CC(=O)NC=1C=C(C(=NC1)C)NC(=O)C=1C=NN2C1SC(=C2)C=2C=NNC2)C N-(5-(2-(3,3-dimethylazetidin-1-yl)acetamido)-2-methylpyridin-3-yl)-2-(1H-pyrazol-4-yl)pyrazolo[5,1-b]thiazole-7-carboxamide